C1(=CC=CC=C1)N(C1=CC=C(C=C1)C=1C(=CC(=CC1)N(C1=CC=CC=C1)C1=CC=CC=C1)C=1C(=CC=CC1)C1=CC=CC=C1)C1=CC=CC=C1 4,4'-bis(diphenylamino)quaterphenyl